2-(3-formylphenyl)-6-methyl-5-(1-morpholinoethyl)indolizine-7-carboxylic acid isopropyl ester C(C)(C)OC(=O)C=1C(=C(N2C=C(C=C2C1)C1=CC(=CC=C1)C=O)C(C)N1CCOCC1)C